FC(C(=O)O)(F)F.C12CNCC(N1)C2 3,6-diazabicyclo[3.1.1]heptane trifluoroacetate